2,3-dihydro-benzofuran-5-carboxylic acid [2-((R)-3-hydroxy-pyrrolidin-1-yl)-benzothiazol-5-yl]-amide O[C@H]1CN(CC1)C=1SC2=C(N1)C=C(C=C2)NC(=O)C=2C=CC1=C(CCO1)C2